(S)-6-chloro-7-(2-fluorophenyl)-4-(2-methyl-4-(2,3,4,5-tetrafluoro-6-(methylsulfanyl)benzyl)piperazin-1-yl)quinazoline ClC=1C=C2C(=NC=NC2=CC1C1=C(C=CC=C1)F)N1[C@H](CN(CC1)CC1=C(C(=C(C(=C1SC)F)F)F)F)C